CC1(CC(C(=O)O1)CCBr)C The molecule is a butan-4-olide having a 2-bromoethyl group at the 3-position and two methyl substituents at the 5-position. It is an organobromine compound and a butan-4-olide.